FC1=CC=C(C=C1)N1C[C@H](N(S(C2=C1C=C(C(=C2)OC)C(F)(F)F)(=O)=O)C)CCS(=O)(=O)C (R)-5-(4-fluorophenyl)-8-methoxy-2-methyl-3-(2-(methylsulfonyl)ethyl)-7-(trifluoromethyl)-2,3,4,5-tetrahydrobenzo[f][1,2,5]thiadiazepine 1,1-dioxide